C(C)C(COC(C=CCC(=O)OCC(CCCC)CC)=O)CCCC glutaconic acid di(2-ethylhexyl) ester